C(C)(C)(C)OOC(CCCCCC(C)(C)C)=O tert-Butyl-peroxyneodecanoat